O=C1N(C(C2NCCC21)=O)CC(C(=O)O)(C)C 3-(4,6-dioxohexahydropyrrolo[3,4-b]pyrrol-5(1H)-yl)-2,2-dimethylpropanoic acid